2-(((1R)-1-(2-cyano-7-methyl-3-(methyl((5,6,7,8-tetrahydroimidazo-[1,2-a]pyridin-7-yl)methyl)amino)-quinoxalin-5-yl)ethyl)amino)benzoic acid C(#N)C1=NC2=CC(=CC(=C2N=C1N(CC1CC=2N(CC1)C=CN2)C)[C@@H](C)NC2=C(C(=O)O)C=CC=C2)C